6-Bromo-3-{(5,7-dibromobenzofuran-2-yl)methyl}benzo[d][1,2,3]triazin-4(3H)-one BrC1=CC2=C(N=NN(C2=O)CC=2OC3=C(C2)C=C(C=C3Br)Br)C=C1